N-(5,5-difluoro-1-(6-(1-methyl-1H-pyrazol-4-yl)pyrazolo[1,5-a]pyridin-4-yl)piperidin-3-yl)acrylamide FC1(CC(CN(C1)C=1C=2N(C=C(C1)C=1C=NN(C1)C)N=CC2)NC(C=C)=O)F